1-{[4-(trifluoromethyl)phenyl]carbamoyl}-D-proline FC(C1=CC=C(C=C1)NC(=O)N1[C@H](CCC1)C(=O)O)(F)F